(S)-pyridin-2-yl 1-(4-fluorophenyl)-3,4-dihydroisoquinoline-2(1H)-carboxylate FC1=CC=C(C=C1)[C@@H]1N(CCC2=CC=CC=C12)C(=O)OC1=NC=CC=C1